C(C)(C)=C1CC(CC1)CC(C=O)C 3-(3-isopropylidenecyclopentyl)-2-methylpropanal